S(=O)(=O)(ON1[C@@H]2CC[C@H](N(C1=O)C2)CC(F)(F)F)O (2S,5R)-7-oxo-2-(2,2,2-trifluoroethyl)-1,6-diazabicyclo[3.2.1]octan-6-yl hydrogen sulfate